CC(=CC=[Ru](Cl)Cl)C [3-methyl-2-butenylidene]ruthenium dichloride